(E)-5-(4-(2-(5-cyclopropyl-3-(2,6-dichlorophenyl)isoxazol-4-yl)vinyl)piperidin-1-yl)pyrazine-2-carboxylic acid C1(CC1)C1=C(C(=NO1)C1=C(C=CC=C1Cl)Cl)/C=C/C1CCN(CC1)C=1N=CC(=NC1)C(=O)O